C1(=CC=CC=C1)C1=NN(C=C1)C1=NC=2N(C(=C1)N1CCOCC1)N=C(C2)C=2C=NC=CC2 4-[5-(3-phenylpyrazol-1-yl)-2-(3-pyridinyl)pyrazolo[1,5-a]pyrimidin-7-yl]morpholine